C(C(C(C(C(C(C(F)F)(F)F)(F)F)(F)F)(F)F)(F)F)O 1,1,7-trihydroperfluoroheptanol